(4aR,8aS)-6-[3-[[1-(2,4-Dichlorophenyl)cyclopropyl]methoxy]azetidine-1-carbonyl]-4,4a,5,7,8,8a-hexahydropyrido[4,3-b][1,4]oxazin-3-one ClC1=C(C=CC(=C1)Cl)C1(CC1)COC1CN(C1)C(=O)N1C[C@@H]2[C@@H](OCC(N2)=O)CC1